2-(5-((4-methoxybenzyl)thio)-2-methylphenyl)-4,4,5,5-tetramethyl-1,3,2-dioxaborolan COC1=CC=C(CSC=2C=CC(=C(C2)B2OC(C(O2)(C)C)(C)C)C)C=C1